tert-butyl (5-chloro-3-isopropylpyrazolo[1,5-a]pyrimidin-7-yl)((7-cyclopropyl-[1,2,4]triazolo[1,5-a]pyridin-2-yl)methyl)carbamate ClC1=NC=2N(C(=C1)N(C(OC(C)(C)C)=O)CC1=NN3C(C=C(C=C3)C3CC3)=N1)N=CC2C(C)C